BrC=1C=C2C=CCOC2=C(C1)C 6-bromo-8-methyl-2H-chromene